(1S,2S)-2-fluoro-N-(6-(6-fluoro-5-(methylthio)-7-(prop-1-en-2-yl)-1H-indazol-4-yl)imidazo[1,2-a]pyrazin-2-yl)cyclopropane-1-carboxamide F[C@@H]1[C@@H](C1)C(=O)NC=1N=C2N(C=C(N=C2)C2=C3C=NNC3=C(C(=C2SC)F)C(=C)C)C1